C(C1=CC=CC=C1)NC(=O)C1=CC(=C(C(=C1)Cl)Br)C(=O)NC1=C(C=CC=C1)C N1-benzyl-4-bromo-5-chloro-N3-(2-methylphenyl)benzene-1,3-dicarboxamide